ClC1=C(C(=NC2=CC(=C(C=C12)Cl)OC)C)C1=CC=C(C=C1)C1=CC(=CC=C1)S(F)(F)(F)(F)F 4,6-Dichloro-7-methoxy-2-methyl-3-(3'-(pentafluorosulfanyl)-[1,1'-biphenyl]-4-yl)quinoline